(R)-7,8-Dichloro-10-((R)-2-hydroxypropoxy)-1-methyl-3,4,5,6-tetrahydroazepino[4,5-b]indol-2(1H)-one ClC1=C(C=C(C=2C3=C(NC12)CCNC([C@@H]3C)=O)OC[C@@H](C)O)Cl